5-(4-fluorophenyl)-6-isopropyl-7-(1-methylsulfonylazetidin-3-yl)oxy-1-(p-toluenesulfonyl)pyrazolo[4,3-g]quinolone FC1=CC=C(C=C1)C1=C(C(=NC2=CC3=C(C=C12)C(NN3S(=O)(=O)C3=CC=C(C)C=C3)=O)OC3CN(C3)S(=O)(=O)C)C(C)C